(S)-(3-Phenoxypyrrolidin-1-yl)(5-(2,4,5-trifluoro-3-hydroxyphenyl)-1,2,4-oxadiazol-3-yl)methanone O(C1=CC=CC=C1)[C@@H]1CN(CC1)C(=O)C1=NOC(=N1)C1=C(C(=C(C(=C1)F)F)O)F